2,4-diphenyl-4-methyl-1-pentenyl-methyl-styrene C1(=CC=CC=C1)C=1C(C=CC)(C=CC(C1)(C)C1=CC=CC=C1)C=CCCC